tert-butyl 2-chloro-4-[2-(difluoromethyl)-4-fluorophenoxy]-5h,6h,7h,8h-pyrido[3,4-d]pyrimidine-7-carboxylate ClC=1N=C(C2=C(N1)CN(CC2)C(=O)OC(C)(C)C)OC2=C(C=C(C=C2)F)C(F)F